2-[4-(4-chlorophenyl)-5-(pyridin-4-yl)-1H-imidazol-1-yl]-1-{2-methyl-2,6-diazaspiro[3.4]octan-6-yl}ethan ClC1=CC=C(C=C1)C=1N=CN(C1C1=CC=NC=C1)CCN1CC2(CN(C2)C)CC1